3-(N,N-dimethylamino)-N,N-diethyl-propionamide CN(C)CCC(=O)N(CC)CC